4-(4-(4-fluoro-1H-pyrazol-1-yl)-1-((5-methoxy-7-methyl-1H-indol-4-yl)methyl)piperidin-2-yl)benzoic acid FC=1C=NN(C1)C1CC(N(CC1)CC1=C2C=CNC2=C(C=C1OC)C)C1=CC=C(C(=O)O)C=C1